Methyl 6-(3-(4-(hydroxymethyl)phenoxy)azetidin-1-yl)-[1,1':4',1''-terphenyl]-2-formate OCC1=CC=C(OC2CN(C2)C=2C=CC=C(C2C2=CC=C(C=C2)C2=CC=CC=C2)C(=O)OC)C=C1